C1(CCCCC1)N1C=NC(=C1C1=NC(=NC=C1)N[C@@H](C)C1CCCCC1)C1=CC=C(C=C1)F (S)-4-(1-cyclohexyl-4-(4-fluorophenyl)-1H-imidazol-5-yl)-N-(1-cyclohexylethyl)pyrimidin-2-amine